FC(C(=O)[O-])(F)F.C(CC)OC(=O)OC(C)OC(C(=O)OC1CC2CCC(C1)[N+]21CCCC1)(C1=CC=CC=C1)C1=CC=CC=C1 3-(2-(1-((Propoxycarbonyl)oxy)ethoxy)-2,2-diphenylacetoxy)spiro[bicyclo[3.2.1]octane-8,1'-pyrrolidin]-8-ium trifluoroacetate